CC1(NC(NC1=O)=O)C=1C=CC(=NC1)C(=O)O 5-(4-methyl-2,5-dioxoimidazolidin-4-yl)pyridine-2-carboxylic acid